BrC1=NC=C(C=C1)NN 2-Bromo-5-hydrazinopyridine